C1=C(C=CC=2OC3=C(C21)C=CC=C3)[C@H](C)NC3=CN=C(N(C3=O)CC(=O)OCCCC)SC butyl (S)-2-(5-((1-(dibenzo[b,d]furan-2-yl)ethyl)amino)-2-(methylthio)-6-oxopyrimidin-1(6H)-yl)acetate